BrC1=CC(=C(C=2C=COC21)CN=[N+]=[N-])F 7-bromo-5-fluoro-4-azidomethyl-benzofuran